3-O-(4-dimethylaminobutanoyl)-1,2-O-dioleylglycerol CN(CCCC(=O)OCC(COCCCCCCCC\C=C/CCCCCCCC)OCCCCCCCC\C=C/CCCCCCCC)C